CC1(C(CNCC1)OC=1C=C2COC(C2=CC1)=O)C 5-((4,4-dimethylpiperidin-3-yl)oxy)isobenzofuran-1(3H)-one